ClC=1C(=C(C(=C(C1)C(C#N)C)OCC)C=1C=NC(=CC1)C)C 2-(5-chloro-2-ethoxy-4-methyl-3-(6-methylpyridin-3-yl)phenyl)propionitrile